C1(CC1)COC1=C(OC2C3CN(CC2CC3)C=3N=NC(=CC3)C(F)(F)F)C=CC(=C1)C(F)(F)F (8-trans)-8-(2-cyclopropylmethoxy-4-trifluoromethylphenoxy)-3-(6-trifluoromethylpyridazin-3-yl)-3-azabicyclo[3.2.1]Octane